BrC=1C=2C3=C(N(C2C(=C(C1)Cl)Cl)C)CCNC([C@@H]3C)=O |r| racemic-10-bromo-7,8-dichloro-1,6-dimethyl-3,4,5,6-tetrahydroazepino[4,5-b]indol-2(1H)-one